Cl.C1(=CC=CC=C1)S(=O)(=O)N1CCNC2(CC2)C1 7-(Phenylsulfonyl)-4,7-diazaspiro[2.5]octane hydrochloride